N-(1-(3-((6-chloropyridin-3-yl)oxy)propyl)piperidin-4-yl)acetamide ClC1=CC=C(C=N1)OCCCN1CCC(CC1)NC(C)=O